ClC1=C(C(=O)NC2=C(C(=NS2)C)C(=O)NCC2=CC=C(C=C2)Cl)C=CC=C1C(F)(F)F 5-[2-chloro-3-(trifluoromethyl)benzamido]-N-[(4-chlorophenyl)methyl]-3-methyl-1,2-thiazole-4-carboxamide